COC1=C(C=CC(=C1)OC)\C=C\C1=CC(=CC(=C1)OC)OC trans-2,3',4,5'-tetramethoxystilbene